7,11-Hexadecadien-1-ol C(CCCCCC=CCCC=CCCCC)O